ClC1COC2=C(O1)C=CC=C2N2CCNCC2 2-Chloro-5-(piperazin-1-yl)-2,3-dihydro-1,4-benzodioxine